FC(C(=O)O)(F)F.N1[C@H](CC1)CN(C)C (R)-1-(azetidin-2-yl)-N,N-Dimethylmethylamine trifluoroacetate